(2-isopropoxy-2-oxoethyl)zinc (II) bromide [Br-].C(C)(C)OC(C[Zn+])=O